(2-propylpentanoyl)-5'-O-tert-butyldimethylsilyl-2'-deoxy-2',2'-difluorocytidine C(CC)C(C(=O)[C@@]1(C([C@H](O)[C@@H](CO[Si](C)(C)C(C)(C)C)O1)(F)F)N1C(=O)N=C(N)C=C1)CCC